4-((2,2-dimethyl-3-oxo-3-(pyridin-2-yl)propionyl)oxy)piperidine-1-carboxylic acid tert-butyl ester C(C)(C)(C)OC(=O)N1CCC(CC1)OC(C(C(C1=NC=CC=C1)=O)(C)C)=O